2-(((4-chloro-1-ethyl-1H-imidazol-5-yl)methyl)thio)-3,5,6,7-tetrahydro-4H-pyrano[2,3-d]pyrimidin-4-one ClC=1N=CN(C1CSC=1NC(C2=C(N1)OCCC2)=O)CC